5,5'-Bis(trimethoxysilyl)-2,2'-bipyridine CO[Si](C=1C=CC(=NC1)C1=NC=C(C=C1)[Si](OC)(OC)OC)(OC)OC